C(C1=CC=CC=C1)NC(N(C1=NC=C(C=C1)C=1C=NN(C1)C)[C@@H]1CC[C@H](CC1)NC1=NC=C(C(=N1)N1CC(CC1)S(=O)(=O)C)C#N)=O 3-benzyl-1-(trans-4-((5-cyano-4-(3-(methylsulfonyl)pyrrolidin-1-yl)pyrimidin-2-yl)amino)-cyclohexyl)-1-(5-(1-methyl-1H-pyrazol-4-yl)pyridin-2-yl)urea